9-bromo-1H,2H,3H,4H,10bH-pyrido[2,1-a]isoindol-6-one BrC1=CC=C2C(N3C(C2=C1)CCCC3)=O